2-(2-isopropylphenyl)-9-(4-(3-(4-methylpiperazin-1-yl)-1H-pyrazol-1-yl)benzyl)-7,9-dihydro-8H-purin-8-one C(C)(C)C1=C(C=CC=C1)C1=NC=C2NC(N(C2=N1)CC1=CC=C(C=C1)N1N=C(C=C1)N1CCN(CC1)C)=O